acryloyloxybutylbenzyldiethyl-ammonium iodide [I-].C(C=C)(=O)OCCCC[N+](CC)(CC)CC1=CC=CC=C1